(E)-N-(1,3-dihydroxyheptadec-4-en-2-yl)tetracosanamide OCC(C(\C=C\CCCCCCCCCCCC)O)NC(CCCCCCCCCCCCCCCCCCCCCCC)=O